(3aR,5s,6aS)-N-[6-(2-chloro-5-fluoro-phenyl)pyridazin-3-yl]-2-(pyrazin-2-ylmethyl)-3,3a,4,5,6,6a-hexahydro-1H-cyclopenta[c]pyrrol-5-amine ClC1=C(C=C(C=C1)F)C1=CC=C(N=N1)NC1C[C@@H]2[C@@H](CN(C2)CC2=NC=CN=C2)C1